FC(C1=NC(=NC(=N1)C(F)(F)F)N1C(C=2NC3=CC=C(C=C3C2CC1)Cl)CC(C)=O)(F)F 1-{2-[4,6-bis(trifluoromethyl)-1,3,5-triazin-2-yl]-6-chloro-2,3,4,9-tetrahydro-1H-pyrido[3,4-b]indol-1-yl}propan-2-one